FC(C1(CC1)NC(O[C@H]1CN(CC1(F)F)C1=CC(=NC(=N1)C)C=1C(NC(NC1)=O)=O)=O)(F)F (S)-4,4-difluoro-1-(2-methyl-2',4'-dioxo-1',2',3',4'-tetrahydro-[4,5'-bipyrimidin]-6-yl)pyrrolidin-3-yl (1-(trifluoromethyl)cyclopropyl)carbamate